hafnium zirconium oxygen 2,3-dimethyl-1,3-pentadiene CC(=C)C(=CC)C.[O].[Zr].[Hf]